tert-Butyl 2-chloro-4-fluoro-3-formylbenzoate ClC1=C(C(=O)OC(C)(C)C)C=CC(=C1C=O)F